2-chloro-6-nitrophenyl-pinacol boron [B].ClC1=C(C(=CC=C1)[N+](=O)[O-])CC(O)(C)C(C)(C)O